1-ethylazetidine-3-carbonyl chloride C(C)N1CC(C1)C(=O)Cl